tert-butyl 4-amino-3-ethyl-piperidine-1-carboxylate NC1C(CN(CC1)C(=O)OC(C)(C)C)CC